C(C1=CC=CC=C1)N1CC2=CC(=CC=C2CC1CC1=CC=C(C=C1)OC)OC 2-benzyl-7-methoxy-3-(4-methoxybenzyl)-3,4-dihydroisoquinoline